C(C(C)C)(=O)OC=1C(=NC=CC1OC)C(N[C@H](C(=O)NC1CCC(CC1)C(C)(C)C)C)=O (S)-2-((1-((4-(tert-butyl)cyclohexyl)amino)-1-oxopropan-2-yl)carbamoyl)-4-methoxypyridin-3-yl isobutyrate